FC1=NC(=CC=C1N1CCN(CC1)CC=1C=CC=2C=3N(C(NC2C1F)=O)C(=CN3)F)C(NC)=O 8-((4-(2-fluoro-6-(methylcarbamoyl)pyridin-3-yl)piperazin-1-yl)methyl)-3,7-difluoroimidazo[1,2-c]quinazolin-5(6H)-one